FC(C(O)C1(CN(CCC1)C(=O)OC(C)(C)C)[N+](=O)[O-])F tert-butyl 3-(2,2-difluoro-1-hydroxyethyl)-3-nitropiperidine-1-carboxylate